NC1=C(C=CC(=C1)F)NC(CCCCCNC(=O)C1=CC(=NN1)C1=CC=C(C=C1)N(C)C)=O N-{6-[(2-amino-4-fluorophenyl)amino]-6-oxohexyl}-3-[4-(dimethylamino)phenyl]-1H-pyrazole-5-carboxamide